N-[(6S)-2,4-dimethyl-5-oxo-7,8-dihydro-6H-pyrazolo[1,5-a][1,3]diazepin-6-yl]spiro[5H-furo[3,4-d]pyrimidine-7,4'-tetrahydropyran]-2-carboxamide CC1=NN2C(N(C([C@H](CC2)NC(=O)C=2N=CC3=C(N2)C2(CCOCC2)OC3)=O)C)=C1